FC1=CC=C(C=C1)[C@@]1(CCOC2(CCCC2)C1)CCNCC1=C(C=CC=C1)C1=CC=NC=C1 (R)-2-(9-(4-fluorophenyl)-6-oxaspiro[4.5]decan-9-yl)-N-(2-(pyridin-4-yl)benzyl)ethylamine